Ethyl 3-[2-chloro-5-(2-chloro-5-methoxy-4-pyridyl)-4-fluoro-phenyl]-5-methyl-4H-isoxazole-5-carboxylate ClC1=C(C=C(C(=C1)F)C1=CC(=NC=C1OC)Cl)C1=NOC(C1)(C(=O)OCC)C